1,3-diisocyanatopropylene N(=C=O)C=CCN=C=O